FC1=CC=C(C=C1)N1N=CC2=CC(=CC=C12)N1[C@@H](CN(CC1)C(=O)OC(C)(C)C)C (R)-tert-butyl 4-(1-(4-fluorophenyl)-1H-indazol-5-yl)-3-methylpiperazine-1-carboxylate